C(C)OC[C@H](C(C)C)NC1=C(C=NC2=CC=CC=C12)N N4-[(1S)-1-(ethoxymethyl)-2-methyl-propyl]quinoline-3,4-diamine